P(=O)(OC1C(=C(C2=CC=CC=C12)CCNC(=O)OC(C)(C)C)CC)([O-])[O-] 2-(N-(tert-Butoxycarbonyl)-amino)-ethane-1-ylethylinden-1-yl phosphate